5,6-di(4-methylphenyl)-3-chloro-1,2,4-triazine CC1=CC=C(C=C1)C=1N=C(N=NC1C1=CC=C(C=C1)C)Cl